NC=1C(=NC(=C(N1)C1=CC=C(C=C1)F)C1=CN(C(C=C1)=O)C)C(=O)NCC1=NC(=CC=C1)N(C)C amino-N-[[6-(dimethylamino)pyridin-2-yl]methyl]-5-(4-fluorophenyl)-6-(1-methyl-6-oxo-1,6-dihydropyridin-3-yl)pyrazine-2-carboxamide